methyl 4-amino-3-chloro-6-(2,5-difluoro-4-(trimethylsilyl) phenyl)-pyridine-2-carboxylate NC1=C(C(=NC(=C1)C1=C(C=C(C(=C1)F)[Si](C)(C)C)F)C(=O)OC)Cl